17-iodo-androstane-5,16-dien IC=1[C@]2(C)[C@@H](CC1)[C@@H]1CC=C3CCCC[C@]3(C)[C@H]1CC2